(S)-2-((tert-butoxycarbonyl)amino)-3-(2-chlorophenyl)propanoic acid C(C)(C)(C)OC(=O)N[C@H](C(=O)O)CC1=C(C=CC=C1)Cl